CC(C(=O)N)(C)N1C(N(C2=C(C1=O)C(=C(S2)C=2OC=CN2)C)CCC2=C(C=CC=C2)CCC)=O 2-methyl-2-[5-methyl-6-(1,3-oxazol-2-yl)-2,4-dioxo-1-[2-(2-propylphenyl)ethyl]-1H,2H,3H,4H-thieno[2,3-d]pyrimidin-3-yl]propionamide